N=1C=NN2C1C=C(C=C2)C2=CNC=1N=C(N=CC12)NC1C[C@@H]2[C@@H](CN(C2)C(C)=O)C1 1-((3aR,5r,6aS)-5-((5-([1,2,4]triazolo[1,5-a]pyridin-7-yl)-7H-pyrrolo[2,3-d]pyrimidin-2-yl)amino)hexahydrocyclopenta[c]pyrrol-2(1H)-yl)ethan-1-one